O[C@H]1[C@H](O[C@@]2([C@@H](CCO2)NC(=O)C=2C=CC=C3C=CN=CC23)[C@@H]([C@H]1N1N=NC(=C1)C1=CC(=C(C(=C1)F)F)F)O)CO N-((4R,5S,7R,8R,9S,10R)-8,10-dihydroxy-7-(hydroxymethyl)-9-(4-(3,4,5-trifluorophenyl)-1H-1,2,3-triazol-1-yl)-1,6-dioxaspiro[4.5]decan-4-yl)isoquinoline-8-carboxamide